[O-2].[Fe+3].[O-2].[O-2].[Fe+3] Iron(III) oxid